tert-butyl 2-imino-2-oxo-2lambda6-thia-7-azaspiro[4.5]decane-7-carboxylate N=S1(CC2(CC1)CN(CCC2)C(=O)OC(C)(C)C)=O